[SiH3]CCCNCCC[SiH3] N,N-bis(silylpropyl)amine